4-butoxyphenyl-methanol C(CCC)OC1=CC=C(C=C1)CO